1-methylcyclopentyltris(dimethylamino)tin CC1(CCCC1)[Sn](N(C)C)(N(C)C)N(C)C